C(C)C1(CC(=NO1)C1=CC=CC=C1)C(=O)N[C@@H](CC(C)C)B(O)O ((1R)-1-(5-ethyl-3-phenyl-4,5-dihydroisoxazole-5-carboxamido)-3-methylbutyl)boronic acid